tert-Butyl ((S)-1-(6-chloro-7-((S)-2-cyclopropoxy-1-(1,3-dioxoisoindolin-2-yl)ethyl)imidazo[1,2-b]pyridazin-2-yl)-4,4,4-trifluoro-3,3-dimethylbutyl)carbamate ClC=1C(=CC=2N(N1)C=C(N2)[C@H](CC(C(F)(F)F)(C)C)NC(OC(C)(C)C)=O)[C@@H](COC2CC2)N2C(C1=CC=CC=C1C2=O)=O